(1-methylcyclobutyl)((3-oxo-7-(trifluoromethyl)isoindolin-5-yl)methyl)carbamic acid tert-butyl ester C(C)(C)(C)OC(N(CC=1C=C2C(NCC2=C(C1)C(F)(F)F)=O)C1(CCC1)C)=O